(R)-(8-methylisochroman-1-yl)methylamine CC=1C=CC=C2CCO[C@H](C12)CN